O(C1=CC=CC=C1)[Ba]OC1=CC=CC=C1 diphenoxybarium